methyl N-[5-[6-[methyl-(5-methyl-3-pyridyl)carbamoyl]imidazo[1,2-a]pyridin-3-yl]-2-pyridyl]carbamate CN(C(=O)C=1C=CC=2N(C1)C(=CN2)C=2C=CC(=NC2)NC(OC)=O)C=2C=NC=C(C2)C